OC1(CCN(CC1)C(C[C@@H](C)C1=CC=CC=C1)=O)CN1C=NC(=CC1=O)N1CCN(CC1)CC=1C=NC=CC1 (R)-3-((4-hydroxy-1-(3-phenylbutanoyl)piperidin-4-yl)methyl)-6-(4-(pyridin-3-ylmethyl)piperazin-1-yl)pyrimidin-4(3H)-one